5,6-dinitro-1,10-phenanthroline [N+](=O)([O-])C1=C2C=CC=NC2=C2N=CC=CC2=C1[N+](=O)[O-]